3-(3-(4-(2-(2-aminopyridin-3-yl)-5-phenyl-3H-imidazo[4,5-b]pyridin-3-yl)phenyl)azetidine-1-carbonyl)-2-methylbenzoic acid NC1=NC=CC=C1C1=NC=2C(=NC(=CC2)C2=CC=CC=C2)N1C1=CC=C(C=C1)C1CN(C1)C(=O)C=1C(=C(C(=O)O)C=CC1)C